tert-butyl (3R,4R)-4-{[5-chloro-7-(1-ethylcyclobutyl)-6-iodopyrrolo[2,1-f][1,2,4]triazin-2-yl]amino}-3-hydroxypiperidine-1-carboxylate ClC=1C(=C(N2N=C(N=CC21)N[C@H]2[C@@H](CN(CC2)C(=O)OC(C)(C)C)O)C2(CCC2)CC)I